6-chloroquinoline-7-carboxamide ClC=1C=C2C=CC=NC2=CC1C(=O)N